F[C@@H]1C[C@@]2(CCCN2C1)COC=1N=C(C2=C(N1)C(=C(N=C2)C2=CC(=CC1=CC=C(C(=C21)C#C)F)O)F)N2CC1(CCC2)CCOCC1 4-(2-{[(2R,7aS)-2-fluoro-hexahydro-1H-pyrrolizin-7a-yl]methoxy}-8-fluoro-4-{9-oxa-2-azaspiro[5.5]undecan-2-yl}pyrido[4,3-d]pyrimidin-7-yl)-5-ethynyl-6-fluoronaphthalen-2-ol